C(C)(C)(C)N1C=C(C=C1)C(=O)NCC1=NC(=NO1)C=1N(C2=CC=CC(=C2C1)N[C@H]1CNC(CC1)=O)CC(F)(F)F 1-tert-butyl-N-{[3-(4-{[(3R)-6-oxopiperidin-3-yl]amino}-1-(2,2,2-trifluoroethyl)-1H-indol-2-yl)-1,2,4-oxadiazol-5-yl]methyl}-1H-pyrrole-3-carboxamide